5-methyl-7-((tetrahydro-2H-pyran-4-yl)methoxy)-2-(((tetrahydro-2H-pyran-4-yl)thio)methyl)quinazolin-4(3H)-one CC1=C2C(NC(=NC2=CC(=C1)OCC1CCOCC1)CSC1CCOCC1)=O